OC=1C=C2C=3C(=CC(=CC3C=CC2=CC1O)C)C 6,7-dihydroxy-2,4-dimethyl-phenanthrene